C(C)(C)(C)OC(=O)N[C@@H](CC1=C(C=C(C(=O)OC(C)(C)C)C=C1)Cl)C(=O)OC tert-butyl (S)-4-(2-((tert-butoxycarbonyl)amino)-3-methoxy-3-oxopropyl)-3-chlorobenzoate